ClC=1C=C(C=NC1N1N=CC=N1)NC(C1=NC=C(C=C1C)C1=CC(=CC=C1)Cl)=O N-(5-chloro-6-(2H-1,2,3-triazol-2-yl)pyridin-3-yl)-5-(3-chlorophenyl)-3-methylpicolinamide